C1(=NC=CC2=CC=CC=C12)N[C@H](C(=O)O)CCN(CCCCC1=NC=2NCCCC2C=C1)CCOC (S)-2-(isoquinolin-1-ylamino)-4-((2-methoxyethyl)(4-(5,6,7,8-tetrahydro-1,8-naphthyridin-2-yl)butyl)amino)butanoic acid